4-methylbenzenesulfonic acid 2-(3-chloro-4-nitro-1H-pyrazol-1-yl)-3-hydroxy-2-methylpropyl ester ClC1=NN(C=C1[N+](=O)[O-])C(COS(=O)(=O)C1=CC=C(C=C1)C)(CO)C